(R)-3-bromo-N-(1-(2-hydroxyphenyl)naphthalen-2-yl)benzamide BrC=1C=C(C(=O)NC2=C(C3=CC=CC=C3C=C2)C2=C(C=CC=C2)O)C=CC1